BrC=1C=C(C=CC1NC1=C(C=C(C=C1)C1=CC=CC=C1)Br)C1=CC=CC=C1 3-bromo-N-(3-bromo[1,1'-biphenyl]-4-yl)-[1,1'-biphenyl]-4-amine